ClC1=C(C=CC=C1)C1=NN2C(N=C(C=C2SC)N2[C@@H](CCC2)CO)=C1C1=CC=C(C=C1)Cl [(2S)-1-[2-(2-chlorophenyl)-3-(4-chlorophenyl)-7-methylsulfanyl-pyrazolo[1,5-a]pyrimidin-5-yl]pyrrolidin-2-yl]methanol